2-bromo-1-(4-chloro-3-fluorophenyl)ethan-1-one BrCC(=O)C1=CC(=C(C=C1)Cl)F